N-(1-Adamantylmethylsulfonyl)-6-[4-[[4-(5-ethoxypyridin-3-yl)-2-ethylphenyl]methyl]piperazin-1-yl]pyridazine-3-carboxamide C12(CC3CC(CC(C1)C3)C2)CS(=O)(=O)NC(=O)C=2N=NC(=CC2)N2CCN(CC2)CC2=C(C=C(C=C2)C=2C=NC=C(C2)OCC)CC